1-(3,6-dichloropyridazin-4-yl)-2-methylpiperidin-4-one ClC=1N=NC(=CC1N1C(CC(CC1)=O)C)Cl